1,3-bis(3-amino-4-hydroxyphenyl)benzene NC=1C=C(C=CC1O)C1=CC(=CC=C1)C1=CC(=C(C=C1)O)N